The molecule is a 3-hydroxy fatty acyl-CoA(4-) obtained by deprotonation of the phosphate and diphosphate OH groups of (3R,17Z,20Z,23Z,26Z,29Z)-3-hydroxydotriacontapentaenoyl-CoA; major species at pH 7.3. It is a (R)-3-hydroxyacyl-CoA(4-), a 3-hydroxy fatty acyl-CoA(4-) and an 11,12-saturated fatty acyl-CoA(4-). It is a conjugate base of a (3R,17Z,20Z,23Z,26Z,29Z)-3-hydroxydotriacontapentaenoyl-CoA. CC/C=C\\C/C=C\\C/C=C\\C/C=C\\C/C=C\\CCCCCCCCCCCCC[C@H](CC(=O)SCCNC(=O)CCNC(=O)[C@@H](C(C)(C)COP(=O)([O-])OP(=O)([O-])OC[C@@H]1[C@H]([C@H]([C@@H](O1)N2C=NC3=C(N=CN=C32)N)O)OP(=O)([O-])[O-])O)O